S(=O)(=O)(O)C=1NC=CN1 sulfoimidazole